Methyl (7-(2-(4-(6-fluorobenzothiophen-4-yl) piperazin-1-yl) ethyl)-2-oxo-3,4-dihydroquinolin-1(2H)-yl)-2-methylhexanoate FC1=CC2=C(C=CS2)C(=C1)N1CCN(CC1)CCC1=CC=C2CCC(N(C2=C1)C(C(=O)OC)(CCCC)C)=O